C(C)OP(=O)(OCC)C(C1=CC=C2C=CC(=CC2=C1)C(=O)OCC=C)F Allyl 7-((diethoxyphosphoryl)fluoromethyl)-2-naphthoate